3,4-dimethyl-N-[[4-(2-thienyl)phenyl]methyl]pyrimido[4',5':4,5]thieno[2,3-c]pyridazin-8-amine CC1=C(C2=C(N=N1)SC1=C2N=CN=C1NCC1=CC=C(C=C1)C=1SC=CC1)C